isopropylphenyladenosine CC(C)N(C1=CC=CC=C1)C2=NC=NC3=C2N=CN3[C@H]4[C@@H]([C@@H]([C@H](O4)CO)O)O